diallyl-tetrabromobisphenol A C(C=C)C(C(C1=C(C(=C(O)C(=C1Br)Br)Br)Br)(C)C1=CC=C(C=C1)O)CC=C